1-(4-(7-(2-hydroxy-naphthalen-1-yl)-6-(trifluoro-methyl)quinazolin-4-yl)piperazin-1-yl)prop-2-en-1-one OC1=C(C2=CC=CC=C2C=C1)C1=C(C=C2C(=NC=NC2=C1)N1CCN(CC1)C(C=C)=O)C(F)(F)F